BrC=1C(=C(C=CC1)C1=NN2C(C(CCC2)=O)=C1)C 2-(3-bromo-2-methyl-phenyl)-6,7-dihydro-5H-pyrazolo[1,5-a]pyridin-4-one